BrC=1C=C(OC(C(=O)OCC)(C)C)C=CC1F ethyl 2-(3-bromo-4-fluorophenoxy)-2-methylpropionate